N-((2S,3S)-2-(3-bromobenzyl)-1-(2-hydroxy-2-methylpropanoyl)pyrrolidin-3-yl)-1-fluoromethanesulfonamide BrC=1C=C(C[C@@H]2N(CC[C@@H]2NS(=O)(=O)CF)C(C(C)(C)O)=O)C=CC1